(Z)-13-((2,8-dimethyl-2-((3E,7E)-4,8,12-trimethyltrideca-3,7,11-trien-1-yl)chroman-6-yl)oxy)-3-(2-hydroxyethyl)-11,11-dimethyl-10,12-dioxa-3-aza-11-silatriacont-21-en-1-ol CC1(OC2=C(C=C(C=C2CC1)OC(O[Si](OCCCCCCN(CCO)CCO)(C)C)CCCCCCC\C=C/CCCCCCCC)C)CC\C=C(\CC\C=C(\CCC=C(C)C)/C)/C